2-((triisopropylsilyl)ethynyl)-6,7-dihydro-5H-pyrrolo[1,2-a]imidazole C(C)(C)[Si](C(C)C)(C(C)C)C#CC=1N=C2N(C1)CCC2